(((3R,3aR,6R,6aR)-6-methoxyhexahydrofuro[3,2-b]furan-3-yl) oxy) acetate C(C)(=O)OO[C@H]1[C@H]2[C@H](OC1)[C@@H](CO2)OC